2-(1,1-difluoroethyl)thiazole-5-sulfonamide FC(C)(F)C=1SC(=CN1)S(=O)(=O)N